C(C1=CC=CC=C1)OC=1C(=C(C(=CC1)CC1NCCC2=CC(=C(C=C12)OCC1=CC=CC=C1)OC([2H])([2H])[2H])CO)OC (3-(Benzyloxy)-6-((7-(benzyloxy)-6-(methoxy-d3)-1,2,3,4-tetrahydroisoquinolin-1-yl)methyl)-2-methoxyphenyl)methanol